COC=1C=C2C(=NC=NC2=CC1OC)OC1=C(C=C(C=C1)C1C=2N(CCC1)N(C(C2C(=O)N)=O)C2=C(C=CC=C2)F)Cl (4-((6,7-dimethoxyquinazolin-4-yl)oxy)-3-chlorophenyl)-1-(2-fluorophenyl)-2-oxo-1,2,4,5,6,7-hexahydropyrazolo[1,5-a]pyridine-3-carboxamide